dicumyl peroxid C(C)(C)(C1=CC=CC=C1)OOC(C)(C)C1=CC=CC=C1